Racemic-N-(2-amino-1-(3-chlorophenyl)ethyl)-1-(5-methyl-2-((tetrahydro-2H-pyran-4-yl)amino)pyrimidin-4-yl)-1H-imidazole-4-carboxamide NC[C@@H](C1=CC(=CC=C1)Cl)NC(=O)C=1N=CN(C1)C1=NC(=NC=C1C)NC1CCOCC1 |r|